[3-(4,5-dihydro-isoxazol-3-yl)-4-methylsulfonyl-2-methyl-phenyl](5-hydroxy-1-methyl-1H-pyrazol-4-yl)methanone O1N=C(CC1)C=1C(=C(C=CC1S(=O)(=O)C)C(=O)C=1C=NN(C1O)C)C